3-(((3-(dimethylamino)propoxy)carbonyl)oxy)pentadecyl-5-heptyldodecanoate CN(CCCOC(=O)OC(CCOC(CCCC(CCCCCCC)CCCCCCC)=O)CCCCCCCCCCCC)C